tert-butyl 2-hydroxyspiro[indan-1,4'-piperidine]-1'-carboxylate OC1CC2=CC=CC=C2C12CCN(CC2)C(=O)OC(C)(C)C